chloro-6-(1-methylazetidin-3-yl)pyridine magnesium [Mg].ClC1=NC(=CC=C1)C1CN(C1)C